OC1=NC2=CC=C(C=C2C=C1)C=O 2-HYDROXYQUINOLINE-6-CARBOXALDEHYDE